C(CCCCC)C=1C2C=CC(C1CCCCCC)C2 2,3-dihexyl-bicyclo[2.2.1]hepta-2,5-diene